(3-((5-((3S,4S)-4-amino-3-methyl-2-oxa-8-azaspiro[4.5]decan-8-yl)-6-(hydroxymethyl)-3-methylpyrazin-2-yl)thio)-2-chlorophenyl)dimethylphosphine oxide N[C@@H]1[C@@H](OCC12CCN(CC2)C=2N=C(C(=NC2CO)SC=2C(=C(C=CC2)P(C)(C)=O)Cl)C)C